4-amino-2,4,6-trideoxy-L-galactose N[C@@H]([C@H](CC=O)O)[C@@H](O)C